methyl-(((1s,4R)-4-methylcyclohexyl)isobutyramide) pyrrolidine-2-carboxylate N1C(CCC1)C(=O)O.CCC(C(=O)N)(C)C1CCC(CC1)C